2-ISOCYANO-3-PHENYL-1-(PIPERIDIN-1-YL)PROPAN-1-ONE [N+](#[C-])C(C(=O)N1CCCCC1)CC1=CC=CC=C1